FC(OC=1C=CC(=NC1)OC1=CC=C(C=C1)C1C(NC(NC1=O)=O)=O)(F)F 5-[4-[[5-(trifluoromethoxy)-2-pyridyl]oxy]phenyl]hexahydropyrimidine-2,4,6-trione